The molecule is a flavone C-glycoside that is acacetin substituted by an alpha-rhamnosyl-(1->2)-beta-glucopyranosyl residue at position 8 via a C-glycosidic linkage. It has been isolated from Fortunella japonica and Fortunella margarita. It has a role as a plant metabolite. It is a flavone C-glycoside, a disaccharide derivative, a dihydroxyflavone and a monomethoxyflavone. It derives from a 5,7-dihydroxy-4'-methoxyflavone. C[C@H]1[C@@H]([C@H]([C@H]([C@@H](O1)O[C@@H]2[C@H]([C@@H]([C@H](O[C@H]2C3=C(C=C(C4=C3OC(=CC4=O)C5=CC=C(C=C5)OC)O)O)CO)O)O)O)O)O